C(C)OC(C(CCC)P(=O)(OCC1=CC=CC=C1)OCC1=CC=CC=C1)=O (Bis(benzyloxy)phosphoryl)pentanoic acid ethyl ester